C(C)(C)(C)OCCl chloromethyl tertiary butyl ether